5-methyl-7-(6-((1r,3r)-3-((6-(5-((triisopropylsilyl)oxy)pent-1-yn-1-yl)pyridin-3-yl)oxy)cyclobutoxy)pyridin-3-yl)-5H-pyrido[4,3-b]indole CN1C2=C(C=3C=CC(=CC13)C=1C=NC(=CC1)OC1CC(C1)OC=1C=NC(=CC1)C#CCCCO[Si](C(C)C)(C(C)C)C(C)C)C=NC=C2